BrC1=C(C=CC=C1)C1=CC=C(C=C1)I 2-bromo-4'-iodo-1,1'-biphenyl